tert-butyl 8-[2-(4-pyridyl)-1,7-naphthyridin-4-yl]-2,8-diazaspiro[4.5]decane-2-carboxylate N1=CC=C(C=C1)C1=NC2=CN=CC=C2C(=C1)N1CCC2(CCN(C2)C(=O)OC(C)(C)C)CC1